C1(CC1)C=1SC(=C(N1)C)S(=O)[O-].[Li+] lithium 2-cyclopropyl-4-methylthiazole-5-sulfinate